3-(3-Hydroxy-3-methyl-2-oxo-2,3-dihydro-1H-pyrrolo[2,3-c]pyridin-1-yl)benzaldehyde OC1(C(N(C2=CN=CC=C21)C=2C=C(C=O)C=CC2)=O)C